(Imidazo[1,2-a]pyridin-7-ylmethyl)-4-(((1-methyl-1H-pyrazol-3-yl)methyl)sulfonyl)-3-(2-methyl-4-oxo-3,4-dihydroquinazolin-7-yl)benzamide N=1C=CN2C1C=C(C=C2)CC2=C(C(=O)N)C=CC(=C2C2=CC=C1C(NC(=NC1=C2)C)=O)S(=O)(=O)CC2=NN(C=C2)C